C(C1=CC=CC=C1)(=O)OC[C@]12O[C@H]([C@H](OC1)[C@@H]2OCC2=CC=CC=C2)N2C(NC=CC2=O)=O ((1R,3R,4R,7S)-7-(benzyloxy)-3-(2,6-dioxo-3,6-dihydropyrimidin-1(2H)-yl)-2,5-dioxabicyclo[2.2.1]heptan-1-yl)methyl benzoate